5-(4-chloro-2-fluorophenyl)-7-((2R)-2-(2-chloro-4-pyridyl)-4-morpholinyl)-2,3-dimethylpyrido[4,3-d]pyrimidin-4(3H)-one ClC1=CC(=C(C=C1)C1=NC(=CC=2N=C(N(C(C21)=O)C)C)N2C[C@H](OCC2)C2=CC(=NC=C2)Cl)F